4-((dimethylamino)methyl)-2-oxo-2H-chromen-7-yl dimethylcarbamate CN(C(OC1=CC=C2C(=CC(OC2=C1)=O)CN(C)C)=O)C